NC1=C2N(C(N(C2=NC=N1)[C@H]1[C@H](CN(CC1)CCC1CCN(CC1)C1CNC1)F)=O)C1=CC=C(C=C1)OC1=CC=CC=C1 6-amino-9-[(3S,4R)-1-{2-[1-(azetidin-3-yl)piperidin-4-yl]ethyl}-3-fluoropiperidin-4-yl]-7-(4-phenoxyphenyl)purin-8-one